5-cyclobutyl-1,2,4-oxadiazole C1(CCC1)C1=NC=NO1